6-bromo-2H-benzo[e][1,2]thiazin-3(4H)-one 1,1-dioxide BrC=1C=CC2=C(CC(NS2(=O)=O)=O)C1